NC=1C=C2C(=CN=C(C2=CN1)NC)C=1OC2=C(N1)C=C(C=C2)NC(OC(C)(C)C)=O tert-butyl N-[2-[6-amino-1-(methylamino)-2,7-naphthyridin-4-yl]-1,3-benzoxazol-5-yl]carbamate